N-(4,6-diphenyl-4H-1,3-thiazin-2-yl)benzenesulfonamide C1(=CC=CC=C1)C1N=C(SC(=C1)C1=CC=CC=C1)NS(=O)(=O)C1=CC=CC=C1